C1(CCC1)N1C(C(N(C=C1)CC1=NOC(=C1)C1=C(C=CC=C1)F)=O)=O 1-cyclobutyl-4-((5-(2-fluorophenyl)isoxazol-3-yl)methyl)-1,4-dihydropyrazine-2,3-dione